N-(4,4-difluoropyrrolidin-3-yl)-5-((2-hydroxypyridin-3-yl)methoxy)-2-methylbenzofuran FC1(C(CNC1)N1C(C(=CC=C1)COC=1C=CC2=C(C=C(O2)C)C1)O)F